ClC1=CC(=NC(=C1)N1CCOCC1)N 4-chloro-6-(morpholin-4-yl)pyridin-2-amine